C=CCCCCC heptaen